N[C@H]1[C@H](CCCCC1)C1=C(C2=NC(=CC(=C2S1)NCC=1SC=CC1)Cl)Br 2-((1S,2R)-2-Aminocycloheptyl)-3-bromo-5-chloro-N-(thiophen-2-ylmethyl)thieno[3,2-b]pyridin-7-amine